ClC=1SC2=C(N1)[C@H](C1(CCN(CC1)C1=NC=3C(=NC=C(N3)SC=3C(=NC=CC3)C(F)(F)F)N1)C2)N (S)-2-chloro-1'-(5-((2-(trifluoromethyl)pyridin-3-yl)thio)-1H-imidazo[4,5-b]pyrazin-2-yl)-4,6-dihydrospiro[cyclopenta[d]thiazole-5,4'-piperidin]-4-amine